(3-chloro-4-fluorophenyl)(4-(methylsulfonyl)-1H-imidazol-2-yl)(6-(2,2,2-trifluoroethoxy)pyridin-3-yl)methanol ClC=1C=C(C=CC1F)C(O)(C=1C=NC(=CC1)OCC(F)(F)F)C=1NC=C(N1)S(=O)(=O)C